C(C)(C)(C)OC(=O)NC(CCCCCCCNCCC(C)NC(OC(C)(C)C)=O)C tert-butyl N-[4-({8-[(tert-butoxycarbonyl)amino]nonyl}amino)butan-2-yl]carbamate